4-((7-(4,4-difluoropiperidin-1-yl)heptyl)thio)-2-(2,6-dioxopiperidin-3-yl)-6-fluoroisoindoline-1,3-dione FC1(CCN(CC1)CCCCCCCSC1=C2C(N(C(C2=CC(=C1)F)=O)C1C(NC(CC1)=O)=O)=O)F